2-aminoethylthioamine hydrochloride Cl.NCCSN